ethyl 4-[3-(3-fluorophenyl)-3-hydroxybut-1-ynyl]-2,6-dimethyl-7-oxo-1H-pyrrolo[2,3-c]pyridine-3-carboxylate FC=1C=C(C=CC1)C(C#CC=1C2=C(C(N(C1)C)=O)NC(=C2C(=O)OCC)C)(C)O